IC1=CC=C(C=C1)NC(=O)C=1OC(=CC1)[N+](=O)[O-] N-(4-iodophenyl)-5-nitrofuran-2-carboxamide